(1-cyclohexyl-1H-pyrazol-3-yl)methyl ((7-chloro-2-(2,6-dioxopiperidin-3-yl)-4-fluoro-3-oxoisoindolin-5-yl)methyl)carbamate ClC=1C=C(C(=C2C(N(CC12)C1C(NC(CC1)=O)=O)=O)F)CNC(OCC1=NN(C=C1)C1CCCCC1)=O